2,6-dimethyl-4-cyclohexylbenzaldehyde CC1=C(C=O)C(=CC(=C1)C1CCCCC1)C